N-iso-Pentyl-4-(3-methoxy-3-methylazetidin-1-yl)-1H-benzo[d]imidazole-1-carboxamide C(CC(C)C)NC(=O)N1C=NC2=C1C=CC=C2N2CC(C2)(C)OC